FC1(CCC(CC1)N1N=C(C=2C1=NC(=NC2)NC=2C(=CC=1N(C2)N=CN1)C)C)F 1-(4,4-difluorocyclohexyl)-3-methyl-N-[7-methyl-[1,2,4]triazolo[1,5-a]pyridin-6-yl]pyrazolo[3,4-d]pyrimidin-6-amine